COC=1C=CC=2N3C=CC(=NC3=NC2C1)C(=O)NC=1C=NC(N(C1)C)=O 5-methoxy-N-(1-methyl-2-oxo-1,2-dihydropyrimidin-5-yl)-1,8,10-triazatricyclo[7.4.0.02,7]trideca-2(7),3,5,8,10,12-hexaene-11-carboxamide